Dipropylene glycol monon-propyl ether C(CC)OC(C)COC(C)CO